C(CC)C1=C(OC2=NC(=NC=N2)OC2=C(C=CC=C2)/C(/C(=O)OC)=C\OC)C=CC=C1 (E)-methyl 2-{2-[6-(2-n-propyl-phenoxy)-1,3,5-triazin-4-yloxy]phenyl}-3-methoxyacrylate